2-(7-bromoimidazo[1,2-a]pyridine-2-carbonyl)hydrazine-1-carbothioamide BrC1=CC=2N(C=C1)C=C(N2)C(=O)NNC(N)=S